1-(4-(6-chloro-2-(3-(dimethylamino)propoxy)-7-(5-methyl-1H-indazol-4-yl)quinazolin-4-yl)piperazin-1-yl)prop-2-en-1-one ClC=1C=C2C(=NC(=NC2=CC1C1=C2C=NNC2=CC=C1C)OCCCN(C)C)N1CCN(CC1)C(C=C)=O